BrC=1C=C(C=C2CN(CC12)C1(COC1)C)N 7-bromo-2-(3-methyloxetan-3-yl)isoindolin-5-amine